2-[(6R)-6-fluoro-6,7-dihydro-5H-pyrrolo[1,2-c]Imidazol-1-yl]-2-hydroxyimino-acetic acid ethyl ester C(C)OC(C(=NO)C1=C2N(C=N1)C[C@@H](C2)F)=O